(6aR,7R,10aS)-2-(2-(fluoromethyl)quinolin-4-yl)-4-(2-fluorophenyl)-7,10a-dimethyl-8-oxo-5,6,6a,7,8,10a-hexahydrobenzo[h]quinazoline-9-carbonitrile FCC1=NC2=CC=CC=C2C(=C1)C1=NC=2[C@]3([C@H](CCC2C(=N1)C1=C(C=CC=C1)F)[C@H](C(C(=C3)C#N)=O)C)C